8-methoxynaphthalen-2-ol COC=1C=CC=C2C=CC(=CC12)O